C12N(CC(CC1)C2)CC(=O)NC=2C=C(C(=NC2)C)NC(=O)C=2C=NN1C2C=NC(=C1)C=1C=NSC1 N-(5-(2-(2-azabicyclo[2.2.1]heptan-2-yl)acetamido)-2-methylpyridin-3-yl)-6-(isothiazol-4-yl)pyrazolo[1,5-a]pyrazine-3-carboxamide